C(C)(=O)NC1=NC=CC(=N1)O[C@@H]1CN(CC1)CC(=O)NC=1C=CC=C2C(=CNC12)C1=NC(=NC=C1C)NC1=NN(C(=C1)C)C (S)-2-(3-((2-acetamidopyrimidin-4-yl)oxy)pyrrolidin-1-yl)-N-(3-(2-((1,5-dimethyl-1H-pyrazol-3-yl)amino)-5-methylpyrimidin-4-yl)-1H-indol-7-yl)acetamide